N-[(3S,4S)-1-(2,2-difluoropropyl)-3-methyl-4-piperidyl]-6-[3-(4-mesyl-2-anisidino)-1-propynyl]-1-(2,2,2-trifluoroethyl)-1H-1,3-benzimidazole-4-carboxamide FC(CN1C[C@@H]([C@H](CC1)NC(=O)C1=CC(=CC=2N(C=NC21)CC(F)(F)F)C#CCNC=2C(OC)=CC=C(C2)S(=O)(=O)C)C)(C)F